2-formyl-norbornene tin-lead-antimony [Sb].[Pb].[Sn].C(=O)C=1C2CCC(C1)C2